C(CCCCCCC\C=C/C\C=C/CCCCC)(=O)OCCCCCCCCCCCCCCCCC heptadecanol linoleate